C(C)OC(C(C(C)=O)N1CCC(CC1)O)=O 2-(4-hydroxypiperidin-1-yl)-3-oxobutanoic acid ethyl ester